C(C)N1C=2C3=CN=C(C(O[C@@H](C4=CC(=CC=C4C=4N=CN(C4CC2C=N1)C)F)C)=C3)N (19R)-3-ethyl-16-fluoro-9,19-dimethyl-20-oxa-3,4,9,11,23-pentaazapentacyclo[19.3.1.02,6.08,12.013,18]pentacosa-1(24),2(6),4,8(12),10,13,15,17,21(25),22-decaen-22-amine